disodium p-xylylene di-camphorsulfonate C12(C(=O)CC(CC1)C2(C)C)CS(=O)(=O)OCC2=CC=C(C=C2)COS(=O)(=O)CC21C(=O)CC(CC2)C1(C)C.[Na].[Na]